ClC=1C(=C(CNC(CNC2COCC2)=O)C=CC1)F N-(3-chloro-2-fluorobenzyl)-2-((tetrahydrofuran-3-yl)amino)acetylAmine